N-[(2S)-2-(dimethylamino)-2-(2-furyl)ethyl]-2,3-dioxo-quinoxaline-6-carboxamide CN([C@@H](CNC(=O)C1=CC2=NC(C(N=C2C=C1)=O)=O)C=1OC=CC1)C